C(C(=C)C)(=O)OCCC[Si](OC(=C)C)(OC(=C)C)OC(=C)C 3-methacryloxypropyl-tris(isopropenyloxy)silane